BrC=1C(=C(C=C(C1)C)C(C)=O)\C=C\OCC (E)-1-(3-bromo-2-(2-ethoxyvinyl)-5-methylphenyl)ethanone